COC1=C(C=CC=C1)C1=CC=NC=C1 4-(2-methoxyphenyl)pyridin